C(C#C)NC1=C2C(NC(C2=CC=C1)=O)=O 4-(prop-2-ynylamino)isoindoline-1,3-dione